N-[(2,4-dimethoxyphenyl)methyl]Cinnoline-4-amine formate C(=O)O.COC1=C(C=CC(=C1)OC)CNC1=CN=NC2=CC=CC=C12